ClC1=CC=C(C=C1)[C@H](C)OC1=C(NC(=C1)C(=O)NC(C)C)C(=O)NC (S)-3-(1-(4-chlorophenyl)ethoxy)-N5-isopropyl-N2-methyl-1H-pyrrole-2,5-dicarboxamide